ClC1=C(C=2N=C(N=C(C2C=N1)N1C(CCOC2CC12)([2H])[2H])OC([2H])([2H])[C@]12CCCN2C[C@@H](C1)F)F 6-(7-Chloro-8-fluoro-2-(((2R,7aS)-2-fluorotetrahydro-1H-pyrrolizin-7a(5H)-yl)methoxy-d2)pyrido[4,3-d]pyrimidin-4-yl)-2-oxa-6-azabicyclo[5.1.0]octane-5,5-d2